CC1=NC=2N(C(=C1)OC1=CC=C(C=C1)N)N=CC2 5-methyl-7-(4-aminophenoxy)-pyrazolo[1,5-a]pyrimidine